FC=1C(=NC(=NC1)OCOC)C1=CCC(CC1)C(C)O (4-(5-fluoro-2-(methoxymethoxy)pyrimidin-4-yl)cyclohex-3-en-1-yl)ethan-1-ol